C(C)SCC(C)S 2-Mercaptopropyl ethyl sulfide